tert-butyl (R)-4-((1-cyanoethyl)amino)-6-(3-cyanopyrrolo[1,2-b]pyridazin-7-yl)nicotinate C(#N)[C@@H](C)NC1=CC(=NC=C1C(=O)OC(C)(C)C)C1=CC=C2N1N=CC(=C2)C#N